zinc-silver-indium-selenium [Se].[In].[Ag].[Zn]